methyl 2-cyclopropyl-4-(1-(2,6-dichlorophenyl)azetidin-3-yl)benzoate C1(CC1)C1=C(C(=O)OC)C=CC(=C1)C1CN(C1)C1=C(C=CC=C1Cl)Cl